tert-butyl N-(cyclobutylmethyl)-N-[(3R)-1-[1-[1-[4-(5-methoxy-3-pyridyl)triazol-1-yl]ethyl]-6-oxo-pyridazin-4-yl]-3-piperidyl]carbamate C1(CCC1)CN(C(OC(C)(C)C)=O)[C@H]1CN(CCC1)C=1C=NN(C(C1)=O)C(C)N1N=NC(=C1)C=1C=NC=C(C1)OC